5-(2-amino-[1,2,4]triazolo[1,5-a]pyridin-7-yl)-N-(3,5-difluoro-2-isobutoxybenzyl)-2-methylnicotinamide NC1=NN2C(C=C(C=C2)C=2C=NC(=C(C(=O)NCC3=C(C(=CC(=C3)F)F)OCC(C)C)C2)C)=N1